C1(=CC=CC=C1)C=1C(=C(C(=NC1)C=1[Se]C2=C(C1C1=C(C=CC=C1)C1=CC=CC=C1)C=CC=C2)C2=NN=NC=C2)C2=CC=CC=C2 diphenyltriazinyl(biphenylylbenzselenophenyl)pyridine